O1C(CC1)CC1C(CC(N(C1)C(=O)OC(C)(C)C)=O)=O tert-butyl 5-(oxetan-2-ylmethyl)-2,4-dioxopiperidine-1-carboxylate